(6-(4-((4-(1H-pyrazol-4-yl)phenyl)amino)pyrimidin-2-yl)-1H-indol-2-yl)(1,1-difluoro-5-azaspiro[2.4]heptan-5-yl)methanone N1N=CC(=C1)C1=CC=C(C=C1)NC1=NC(=NC=C1)C1=CC=C2C=C(NC2=C1)C(=O)N1CC2(CC2(F)F)CC1